N-(2-methoxy-5-(4-(piperazin-1-yl)quinazolin-6-yl)pyridin-3-yl)benzenesulfonamide COC1=NC=C(C=C1NS(=O)(=O)C1=CC=CC=C1)C=1C=C2C(=NC=NC2=CC1)N1CCNCC1